ClC=1C(=NC(=NC1)NC1CCOCC1)C1=CC=C2CN(C(C2=C1)=O)[C@H](C(=O)N[C@H](C)C1=CC(=NC=C1F)N(C)C)C (2S)-2-(6-{5-chloro-2-[(oxan-4-yl)amino]pyrimidin-4-yl}-1-oxo-2,3-dihydro-1H-isoindol-2-yl)-N-[(1R)-1-[2-(dimethylamino)-5-fluoropyridin-4-yl]ethyl]propanamide